C(N)(=S)NN1C(S[C@@H](C1=N)C(=O)N)=S (5S)-3-(Carbamothioylamino)-4-imino-2-sulfanylidene-1,3-thiazolidine-5-carboxamide